1-(3-tert-butyl-4-methoxy-5-morpholin-4-ylphenyl)-2-(5,6-diethoxy-4-fluoro-3-imino-1H-isoindol-2-yl)ethanone hydrobromide Br.C(C)(C)(C)C=1C=C(C=C(C1OC)N1CCOCC1)C(CN1CC2=CC(=C(C(=C2C1=N)F)OCC)OCC)=O